N-(3-(5-(2-chloro-4-methoxyphenyl)-1H-pyrazolo[3,4-b]pyridine-3-carbonyl)-2-fluorophenyl)-methanesulfonamide ClC1=C(C=CC(=C1)OC)C=1C=C2C(=NC1)NN=C2C(=O)C=2C(=C(C=CC2)NS(=O)(=O)C)F